6-(3-nitrophenyl)-3,7-dioxabicyclo[4.1.0]heptane [N+](=O)([O-])C=1C=C(C=CC1)C12CCOCC2O1